2,2'-bistrifluoromethyl-4,4'-dinitrobiphenyl FC(C1=C(C=CC(=C1)[N+](=O)[O-])C1=C(C=C(C=C1)[N+](=O)[O-])C(F)(F)F)(F)F